2-Amino-N-[4-fluoro-2-methyl-5-[(1-phenylpyrazol-3-yl)carbamoyl]phenyl]-1,3-thiazole-5-carboxamide NC=1SC(=CN1)C(=O)NC1=C(C=C(C(=C1)C(NC1=NN(C=C1)C1=CC=CC=C1)=O)F)C